SCC1CN(C1)C(=O)OC(C)(C)C tert-Butyl 3-(sulfanylmethyl)azetidine-1-carboxylate